8-(1H-pyrazol-4-yl)-3-((2,2,6,6-tetramethylpiperidin-4-yl)oxy)-6H-isochromeno[3,4-b]pyridine N1N=CC(=C1)C=1C=CC2=C(C1)COC1=NC(=CC=C12)OC1CC(NC(C1)(C)C)(C)C